(E)-N-[(1H-indazol-7-yl)methyl]-3-(4-methoxyphenyl)acrylamide N1N=CC2=CC=CC(=C12)CNC(\C=C\C1=CC=C(C=C1)OC)=O